1-(3-((4-((5-(furan-2-yl)-2-methoxyphenyl)amino)-7-methoxy-quinazolin-6-yl)oxy)piperidin-1-yl)prop-2-en-1-one O1C(=CC=C1)C=1C=CC(=C(C1)NC1=NC=NC2=CC(=C(C=C12)OC1CN(CCC1)C(C=C)=O)OC)OC